BrC=1C=C(C(=O)Cl)C=C(C1)C(F)(F)F 3-bromo-5-trifluoromethylbenzoyl chloride